4-[(2-chloro-3,6-difluorobenzyl)amino]-2-[[1-(2-hydroxyethyl)-1H-pyrazol-4-yl]amino]pyrimidin-5-carboxamide ClC1=C(CNC2=NC(=NC=C2C(=O)N)NC=2C=NN(C2)CCO)C(=CC=C1F)F